1-benzyl-N-(2-cyclopropyl-4-methyl-5-oxo-5,6,7,8-tetrahydro-4H-pyrazolo[1,3]diazepin-6-yl)-1H-1,2,3-triazole-4-carboxamide C(C1=CC=CC=C1)N1N=NC(=C1)C(=O)NN1C(N(C=2C(CC1)=NN(C2)C2CC2)C)=O